4-methyl-2-[(3-methyl-3-butenyl)oxy]-2H-pyran CC1=CC(OC=C1)OCCC(=C)C